FC1([C@@H]([C@H]1C(NC=1C(=NC(=CC1)C1=C(C(=NO1)C)CNC1=NC=CC(=N1)C1=NC=CN=C1)C)=O)C(=O)O)F (1S,3S)-2,2-difluoro-3-((2-methyl-6-(3-methyl-4-(((4-(pyrazin-2-yl)pyrimidin-2-yl)-amino)methyl)isoxazol-5-yl)-pyridin-3-yl)carbamoyl)cyclopropane-1-carboxylic acid